triethanolamine oxide [N+](CCO)(CCO)(CCO)[O-]